6-(6-(1-(difluoromethyl)-1H-pyrazol-4-yl)imidazo-[1,2-a]pyridin-3-yl)-N-((3S,4S)-4-fluoro-pyrrolidin-3-yl)pyridin-2-amine FC(N1N=CC(=C1)C=1C=CC=2N(C1)C(=CN2)C2=CC=CC(=N2)N[C@H]2CNC[C@@H]2F)F